Iron diphosphate [O-]P([O-])(=O)OP(=O)([O-])[O-].[Fe+2].[Fe+2]